3-cyano-4-[(3-chloro-4-fluorophenyl)amino]-6-{[4-(N,N-dimethylamino)-1-oxo-2-butene-1-yl]amino}-7-ethoxy-quinoline C(#N)C=1C=NC2=CC(=C(C=C2C1NC1=CC(=C(C=C1)F)Cl)NC(C=CCN(C)C)=O)OCC